4-bromo-2-(4,4-difluorocyclohexyl)-6-methylaniline BrC1=CC(=C(N)C(=C1)C)C1CCC(CC1)(F)F